(2-(methoxyethoxy)ethyl)amine COCCOCCN